FC1(CN(CCC1N1CCN(CC1)C1=C(C=C(C=C1)[N+](=O)[O-])F)C(=O)OC(C)(C)C)F tert-butyl 3,3-difluoro-4-(4-(2-fluoro-4-nitrophenyl)piperazin-1-yl)piperidine-1-carboxylate